COC(C(CC1=CC=CC=C1)NC(=O)C(CC(=O)O)NC(NC1=CC=C(C=C1)[N+](=O)[O-])=S)=O 3-[(1-methoxy-1-oxo-3-phenylpropan-2-yl)carbamoyl]-3-{[(4-nitrophenyl)carbamothioyl]amino}propanoic acid